ClC=1C=C(C=NC1)C=1CN(C[C@H](C1)C)CCCCC (S)-5'-chloro-5-methyl-1-pentyl-1,2,5,6-tetrahydro-3,3'-bipyridine